2-{[6-(Cyclopropylmethoxy)-5-(pyrrolidin-1-yl)pyridine-2-carbonyl]amino}-2-ethylbutyric acid 2-fluoroethyl ester FCCOC(C(CC)(CC)NC(=O)C1=NC(=C(C=C1)N1CCCC1)OCC1CC1)=O